ClC=1C=C2C(=CC(=NC2=CC1)C(F)(F)F)NC1CCC(CC1)NC(=O)C1=NN(C=2CCCCC12)C N-(4-{[6-chloro-2-(trifluoromethyl)quinolin-4-yl]amino}cyclohexyl)-1-methyl-4,5,6,7-tetrahydro-1H-indazole-3-carboxamide